(3-hydroxy-4-methoxypyridinoyl)-L-alanine (2S,3S)-3-phenylbutan-2-yl ester C1(=CC=CC=C1)[C@@H]([C@H](C)OC([C@@H](NC(=O)C1=NC=CC(=C1O)OC)C)=O)C